(E)-ethyl 4-(4-(cinnamoyloxy)phenyl)-6-methyl-2-oxo-1,2,3,4-tetrahydropyrimidine-5-carboxylate C(\C=C\C1=CC=CC=C1)(=O)OC1=CC=C(C=C1)C1NC(NC(=C1C(=O)OCC)C)=O